N-(5-fluoro-2-propoxybenzyl)-1-(piperidin-4-yl)methanamine hydrochloride Cl.FC=1C=CC(=C(CNCC2CCNCC2)C1)OCCC